NC(C)(C)C1=CC(=NC(=C1)C1=C(C=C(C=C1)C)F)OC1[C@@H]2CNC[C@H]12 (1R,5S,6s)-6-((4-(2-aminopropan-2-yl)-6-(2-fluoro-4-methylphenyl)pyridin-2-yl)oxy)-3-azabicyclo[3.1.0]hexan